1-(6-(benzyloxy)-9-((2-(trimethylsilyl)ethoxy)methyl)-9H-purin-2-yl)-1H-pyrazole-4-carboxylic acid ethyl ester C(C)OC(=O)C=1C=NN(C1)C1=NC(=C2N=CN(C2=N1)COCC[Si](C)(C)C)OCC1=CC=CC=C1